tert-butyl ((3R,4S)-1-((3-((4-(2-(2,6-dioxopiperidin-3-yl)-6-fluoro-1,3-dioxoisoindolin-5-yl)piperazin-1-yl)methyl)phenyl)sulfonyl)-3-fluoropiperidin-4-yl)carbamate O=C1NC(CCC1N1C(C2=CC(=C(C=C2C1=O)N1CCN(CC1)CC=1C=C(C=CC1)S(=O)(=O)N1C[C@H]([C@H](CC1)NC(OC(C)(C)C)=O)F)F)=O)=O